COC=1N(C(=NN1)N1CCCCC1)C (5-methoxy-4-methyl-4H-1,2,4-triazol-3-yl)piperidin